1-(4-tert-pentylphenoxy)-2-butanol C(C)(C)(CC)C1=CC=C(OCC(CC)O)C=C1